diperoxydodecanedioic acid C(CCCCCCCCCCC(=O)OO)(=O)OO